ClC1=NC(=C(C(=N1)Cl)OC)Cl 2,4,6-trichloro-5-methoxypyrimidine